C(C)(C)(C)OC(=O)N([C@@H]1CN(C[C@H]1O)C(=O)OC(C)(C)C)C1CC1 |o1:8,12| tert-butyl (3R*,4R*)-3-((tert-butoxycarbonyl)(cyclopropyl)amino)-4-hydroxypyrrolidine-1-carboxylate